2,6-dicarboxylnaphthalene C(=O)(O)C1=CC2=CC=C(C=C2C=C1)C(=O)O